Benzyl 2-(2-(2-(2-((4-((2-((tert-butoxycarbonyl)amino)-5-(thiophen-2-yl)phenyl)carbamoyl)phenyl) amino)-2-oxoethoxy)ethoxy)ethoxy)acetate C(C)(C)(C)OC(=O)NC1=C(C=C(C=C1)C=1SC=CC1)NC(=O)C1=CC=C(C=C1)NC(COCCOCCOCC(=O)OCC1=CC=CC=C1)=O